1-[2-(1-bicyclo[1.1.1]pentanyl)-2-hydroxyethyl]-3-[[2-(difluoro-methoxy)pyridin-4-yl]methyl]urea C12(CC(C1)C2)C(CNC(=O)NCC2=CC(=NC=C2)OC(F)F)O